propionic acid trifluoroacetic acid salt FC(C(=O)O)(F)F.C(CC)(=O)O